3-[(3S,4R)-3-methyl-6-(7H-pyrrolo[2,3-d]pyrimidin-4-yl)-1,6-diazaspiro-[3.4]octan-1-yl]-3-oxopropanenitrile C[C@H]1CN([C@@]12CN(CC2)C=2C1=C(N=CN2)NC=C1)C(CC#N)=O